FC1=CC2=C(C[C@](O2)(C2=CC=CC=C2)[C@H]2N(CC3(CC3)C2)C(=O)OC(C)(C)C)C(=C1)B1OC(C(O1)(C)C)(C)C tert-Butyl (S)-6-((S)-6-fluoro-2-phenyl-4-(4,4,5,5-tetramethyl-1,3,2-dioxaborolan-2-yl)-2,3-dihydrobenzofuran-2-yl)-5-azaspiro[2.4]heptane-5-carboxylate